FC(CC)([N+](CCC)(CCC)CC(=O)O)F difluorocarboxymethyltris-n-propylammonium